(R)-N-(1-(6-aminopyridin-2-yl)ethyl)-5-(4-(trifluoromethyl)phenoxy)-2-naphthamide NC1=CC=CC(=N1)[C@@H](C)NC(=O)C1=CC2=CC=CC(=C2C=C1)OC1=CC=C(C=C1)C(F)(F)F